lithium nitrogen oxygen phosphorus [P].[O].[N].[Li]